3,6,9,12,15,18-hexaoxaicosan-1-oic acid C(COCCOCCOCCOCCOCCOCC)(=O)O